NCCNCCC[Si](OC)(OC)OC 3-(2-amino-ethylamino)-propyltrimethoxysilane